N-(3-Chloro-7-indolyl)-1,4-benzenedisulphonamide ClC1=CNC2=C(C=CC=C12)NS(=O)(=O)C1=CC=C(C=C1)S(=O)(=O)N